C(C)OC(=O)C1C(N(C2=C(S1)C=CC=C2)CC(=O)O)=O 2-(2-(ethoxycarbonyl)-3-oxo-2H-benzo[b][1,4]thiazin-4(3H)-yl)acetic acid